C(#N)[C@H](CC1=CC=C(C=C1)C=1C=CC2=C(N(C(O2)=O)C)C1)NC(=O)[C@H]1OC[C@@](CNC1)(C)O |o1:27| (2S,6S*)-N-((S)-1-cyano-2-(4-(3-methyl-2-oxo-2,3-dihydrobenzo[d]oxazol-5-yl)phenyl)ethyl)-6-hydroxy-6-methyl-1,4-oxazepane-2-carboxamide